monocitrate monohydrate O.C(CC(O)(C(=O)O)CC(=O)O)(=O)O